COC=1C=2N(C=C(C1)C1=CC3=C(N(C(N3)=O)C3CCC(CC3)NC3CCOCC3)C=C1C)N=CN2 5-(8-Methoxy-[1,2,4]triazolo[1,5-a]pyridin-6-yl)-6-methyl-1-((1S,4S)-4-((tetrahydro-2H-pyran-4-yl)amino)cyclohexyl)-1,3-dihydro-2H-benzo[d]imidazol-2-on